C1(CCCCC1)C[C@@H](C(N[C@@H](C=O)C[C@H]1C(NCC1)=O)=O)NC(=O)C1(C2=CC=CC=C2C=2C=CC=CC12)O N-((S)-3-cyclohexyl-1-oxo-1-(((R)-1-oxo-3-((S)-2-oxopyrrolidin-3-yl)propan-2-yl)amino)propan-2-yl)-9-hydroxy-9H-fluorene-9-carboxamide